C12CCC(C3=CC=CC=C13)C2 1,4-methanotetralin